C1(CC1)C([C@@H](C(=O)NC1=NC(=C(C=C1)C=1C(=NNC1CC)C)F)NC(=O)C=1N(N=CC1)CCCO)C1CC1 N-[(1S)-1-(dicyclopropylmethyl)-2-[[5-(5-ethyl-3-methyl-1H-pyrazol-4-yl)-6-fluoro-2-pyridyl]amino]-2-oxo-ethyl]-2-(3-hydroxypropyl)pyrazole-3-carboxamide